(-)-menthyl chloride CC1CCC(C(C1)Cl)C(C)C